6-(2-(5,6,7,8-tetrahydro-1,8-naphthyridin-2-yl)ethoxy)hexanoic acid N1=C(C=CC=2CCCNC12)CCOCCCCCC(=O)O